N-(1-phenylethyl)-6-chloro-3-nitropyridin-2-amine C1(=CC=CC=C1)C(C)NC1=NC(=CC=C1[N+](=O)[O-])Cl